N-(5-(3-fluorophenyl)-1,3,4-thiadiazol-2-yl)-1-ethyl-4-hydroxy-2-quinolone-3-carboxamide FC=1C=C(C=CC1)C1=NN=C(S1)NC(=O)C=1C(N(C2=CC=CC=C2C1O)CC)=O